(1R,2S)-2-(3-{[6-(3-hydroxyazetidin-1-yl)-5-methoxypyrimidin-4-yl]amino}-1H-indazol-6-yl)-5'-methoxyspiro[cyclopropane-1,3'-indol]-2'(1'H)-one OC1CN(C1)C1=C(C(=NC=N1)NC1=NNC2=CC(=CC=C12)[C@@H]1C[C@@]12C(NC1=CC=C(C=C21)OC)=O)OC